ethyl (2R,4S)-5-([1,1'-biphenyl]-4-yl)-4-amino-2-methylpentanoate C1(=CC=C(C=C1)C[C@H](C[C@H](C(=O)OCC)C)N)C1=CC=CC=C1